N-(3-fluorobenzyl)-2-(7-methoxynaphthalen-1-yl)ethan-1-amine FC=1C=C(CNCCC2=CC=CC3=CC=C(C=C23)OC)C=CC1